C(C)(C)N1C(=NN=C1)C1=CC=CC(=N1)NC(=O)NC1=NC=CN=C1 1-(6-(4-isopropyl-4H-1,2,4-triazol-3-yl)pyridin-2-yl)-3-(pyrazin-2-yl)urea